C(=O)(O)C1=CC=C(C=C1)NC(C(CC1CC(C1)C)C1=[N+](C=C(C=C1)C1=C(C(=CC=C1C(F)(F)F)Cl)F)[O-])=O 2-(1-((4-carboxyphenyl)amino)-3-(3-methylcyclobutyl)-1-oxopropan-2-yl)-5-(3-chloro-2-fluoro-6-(trifluoromethyl)phenyl)pyridine 1-oxide